3-((4-bromophenyl)sulfonamido)-N-(thiazol-2-yl)benzamide BrC1=CC=C(C=C1)S(=O)(=O)NC=1C=C(C(=O)NC=2SC=CN2)C=CC1